[NH]C1=CC=2C(=CN=CC2Cl)S1 2-(λ2-azanyl)-4-chlorothieno[2,3-c]pyridine